N-Methyl-cyclohexylamin CNC1CCCCC1